O=C[C@H](O)[C@@H](O)[C@H](O)[C@@H](O)C(=O)OC methyl L-iduronate